Monostearylphosphonat C(CCCCCCCCCCCCCCCCC)OP([O-])=O